4-[4-[4-(2,6-Dioxo-3-piperidyl)phenyl]-1-piperidyl]butanoic acid hydrochloride Cl.O=C1NC(CCC1C1=CC=C(C=C1)C1CCN(CC1)CCCC(=O)O)=O